tert-Butyl (2R,5S)-4-benzyl-5-methyl-2-(methyl-d3)piperazine-1-carboxylate C(C1=CC=CC=C1)N1C[C@H](N(C[C@@H]1C)C(=O)OC(C)(C)C)C([2H])([2H])[2H]